tert-butyl-3-(5-(4-((7-ethyl-6-oxo-5,6-dihydro-1,5-naphthyridin-3-yl)methyl)piperazin-1-yl)picolinamido)azetidine-1-carboxylate C(C)(C)(C)OC(=O)N1CC(C1)NC(C1=NC=C(C=C1)N1CCN(CC1)CC=1C=NC=2C=C(C(NC2C1)=O)CC)=O